C1(=CC=CC=C1)C1CO1 1-phenyl-1,2-ethylene oxide